(7-(3-(tert-Butyl)isoxazol-5-yl)-2-azaspiro[3.5]nonan-2-yl)((1s,3s)-3-hydroxy-3-methylcyclobutyl)methanone C(C)(C)(C)C1=NOC(=C1)C1CCC2(CN(C2)C(=O)C2CC(C2)(C)O)CC1